The molecule is a perchlorometallate anion having six chlorines and rhodium(IV) as the metal component. It is a perchlorometallate anion and an iridium coordination entity. Cl[Ir-2](Cl)(Cl)(Cl)(Cl)Cl